OCC1OC2=C(OC1)C=CC(=C2)C(=O)OC methyl 3-(hydroxymethyl)-2,3-dihydrobenzo[b][1,4]dioxine-6-carboxylate